C1(CCC1)NC1=CC(=NC(=N1)N1CCN(CC1)C)C(=O)NCC(CN1CC=2NC3=CC=CC=C3C2CC1)O 6-(Cyclobutylamino)-N-(2-hydroxy-3-{1H,2H,3H,4H,9H-pyrido[3,4-b]indol-2-yl}propyl)-2-(4-methylpiperazin-1-yl)pyrimidin-4-carboxamid